N-(2-((R)-4-Cyanothiazolidin-3-yl)-2-oxoethyl)-6-((S)-3-methylmorpholino)-quinoline-4-carboxamide C(#N)[C@H]1N(CSC1)C(CNC(=O)C1=CC=NC2=CC=C(C=C12)N1[C@H](COCC1)C)=O